mono-(2-methacryloyloxyethyl)maleic acid C(C(=C)C)(=O)OCC/C(/C(=O)O)=C/C(=O)O